1,3-dibromo-2-(2-bromoethoxy)-5-(trifluoromethyl)benzene BrC1=C(C(=CC(=C1)C(F)(F)F)Br)OCCBr